COC(=O)C1=C2C(=NC(=C1)N1[C@@H](COCC1)C)C(=NS2)C2=CC=NN2C2OCCCC2 ((R)-3-methylmorpholino)-3-(1-(tetrahydro-2H-pyran-2-yl)-1H-pyrazol-5-yl)isothiazolo[4,5-b]pyridine-7-carboxylic acid methyl ester